CN(C(=O)OC=1C=C(CO)C=C(C1)OC(N(C)CC)=O)CC 3,5-di(N-methyl-N-ethylcarbamoyloxy)benzyl alcohol